ClC1=CC(=C2C(=N1)N(C(=C2)C)C2COC2)C(CO)O (6-chloro-2-methyl-1-(oxetan-3-yl)-1H-pyrrolo[2,3-b]pyridin-4-yl)ethane-1,2-diol